(1R,2S)-2-amino-cyclohexanol hydrochloride Cl.N[C@@H]1[C@@H](CCCC1)O